(S)-tert-butyl (1-(1H-benzo[d]imidazol-2-yl)piperidin-3-yl)carbamate N1C(=NC2=C1C=CC=C2)N2C[C@H](CCC2)NC(OC(C)(C)C)=O